4-((S)-1-(5-fluoropyridin-2-yl)ethoxy)-6-(1-((1r,4S)-4-hydroxycyclohexyl)-5-methyl-1H-pyrazol-4-yl)-pyrazolo[1,5-a]pyridine-3-carbonitrile FC=1C=CC(=NC1)[C@H](C)OC=1C=2N(C=C(C1)C=1C=NN(C1C)C1CCC(CC1)O)N=CC2C#N